1,1-dimethyl-1,3-dihydrofuro[3,4-c]pyridine-6-carboxylic acid CC1(OCC=2C=NC(=CC21)C(=O)O)C